C(CC)OC(C(F)F)(F)F 1,1,2,2-tetrafluoroethyl propyl ether